C(C)(C)C(CN)(C(C)C)C(C)C.O=C1[NH+](C2=CC=CC=3C2=C1C=CC3)CCCCS(=O)(=O)O 4-(2-oxo-1,2-dihydrobenzo[cd]Indol-1-ium-1-yl)butane-1-sulfonic acid-triisopropylethylamine salt